C(C)(C)(C)OC(=O)N(C(C(=O)OC)C)C\C=C\B1OC(C(O1)(C)C)(C)C Methyl 2-[tert-butoxycarbonyl-[(E)-3-(4,4,5,5-tetramethyl-1,3,2-dioxaborolan-2-yl)allyl]amino]propanoate